7-Bromo-5-ethoxy-3-(4-isoquinolinyl)-1H-quinazoline-2,4-dione BrC1=CC(=C2C(N(C(NC2=C1)=O)C1=CN=CC2=CC=CC=C12)=O)OCC